FC(CN1CCN(CC1)C1=CC2=C(C[C@@](O2)(C)CO)C=C1NC(=O)C=1C=NN2C1N=CC=C2)F N-[(2s)-6-[4-(2,2-difluoroethyl)piperazin-1-yl]-2-(hydroxymethyl)-2-methyl-3H-benzofuran-5-yl]pyrazolo[1,5-a]pyrimidine-3-carboxamide